[Co].IC=1C=C(C(=NC1C=1OC=C(N1)CC)C=1OC=C(N1)CC)I diiodo[2,6-bis[4-(S)-ethyl-2-oxazolyl]pyridine] cobalt